5-(4-hydroxy-3,3-dimethylpiperidin-1-yl)thiazol OC1C(CN(CC1)C1=CN=CS1)(C)C